ClC1=CC=C(C(=N1)C(=O)NS(=O)(=O)C)N[C@H](C)C=1C=C(C=C2C(C(=C(OC12)C=1C=NN(C1)C(C)C)C)=O)C 6-Chloro-3-[[(1R)-1-[2-(1-isopropylpyrazol-4-yl)-3,6-dimethyl-4-oxo-chromen-8-yl]ethyl]amino]-N-methylsulfonyl-pyridine-2-carboxamide